3-tert-butyl-3-fluoro-N-{2-fluoro-4-methyl-5-[8-(morpholin-4-yl)imidazo[1,2-a]pyridin-6-yl]phenyl}pyrrolidine-1-carboxamide C(C)(C)(C)C1(CN(CC1)C(=O)NC1=C(C=C(C(=C1)C=1C=C(C=2N(C1)C=CN2)N2CCOCC2)C)F)F